(1r,4r)-N1-(4-(7-((5-fluoropyridin-3-yl)amino)imidazo[1,2-a]Pyridin-3-yl)-5-methylpyrimidin-2-yl)cyclohexane-1,4-diamine FC=1C=C(C=NC1)NC1=CC=2N(C=C1)C(=CN2)C2=NC(=NC=C2C)NC2CCC(CC2)N